(R)-6-(2-(3-chlorophenyl)-2-hydroxyacetyl)-2-(1-(4-(pyridin-3-yl)thiophen-2-yl)cyclopropyl)-3,5,6,7,8,9-hexahydro-4H-pyrimido[5,4-c]azepin-4-one ClC=1C=C(C=CC1)[C@H](C(=O)N1CC2=C(CCC1)N=C(NC2=O)C2(CC2)C=2SC=C(C2)C=2C=NC=CC2)O